N-furoyl-6-(4-methylbenzenesulfonamido)-1,2,3,4-tetrahydroquinoline O1C(=CC=C1)C(=O)N1CCCC2=CC(=CC=C12)NS(=O)(=O)C1=CC=C(C=C1)C